ClC1=CC=C(C=C1)C=1C=NN2C1NC(=CC2=O)C2=CC=CC=C2 3-(4-chlorophenyl)-5-phenylpyrazolo[1,5-a]pyrimidin-7(4H)-one